4-(1-isopropyl-3-methyl-2-oxo-7-(1-(pyridin-4-ylmethyl)-1H-pyrazol-4-yl)-1,2,3,6-tetrahydroimidazo[4,5-d]pyrrolo[2,3-b]pyridin-8-yl)benzonitrile C(C)(C)N1C(N(C=2C1=C1C(=NC2)NC(=C1C1=CC=C(C#N)C=C1)C=1C=NN(C1)CC1=CC=NC=C1)C)=O